trans-3-(dibenzylamino)-1-methylcyclopentane-1-carboxylic acid C(C1=CC=CC=C1)N([C@@H]1C[C@](CC1)(C(=O)O)C)CC1=CC=CC=C1